CC1C(CN2C(S1)=NC(=C(C2=O)C#N)C=2C=NC(=NC2)C(C)(C)C)C(=O)OC(C)C2=C1C=C(C(=NC1=CC(=C2)C)C2=CN=NC=C2)C2=CC=C(C=C2)F 1-(3-(4-fluorophenyl)-7-methyl-2-(pyridazin-4-yl)quinolin-5-yl)ethan-1-ol methyl-8-(2-tert-butylpyrimidin-5-yl)-7-cyano-6-oxo-2H,3H,4H,6H-pyrimido[2,1-b][1,3]thiazine-3-carboxylate